C(C)N[C@H](C)C1=NC=C(C=C1)C(F)(F)F (R)-N-ethyl-1-(5-(trifluoromethyl)pyridin-2-yl)ethan-1-amine